NC1=NC=NN2C1=C(C=C2C=2C=NC(=C(C(=O)N[C@@H]1CN(C[C@@H]1F)C(=O)C1(COC(OC1)(C)C)C)C2)OC)C(F)(F)F 5-(4-Amino-5-(trifluoromethyl)pyrrolo[2,1-f][1,2,4]triazin-7-yl)-N-((3R,4S)-4-fluoro-1-(2,2,5-trimethyl-1,3-dioxan-5-carbonyl)pyrrolidin-3-yl)-2-methoxynicotinamid